The molecule is a pentacyclic triterpenoid that is oleanane substituted by a hydroxy group at the 3beta-position and with a double bond between positioins 18 and 19. It is a pentacyclic triterpenoid and a secondary alcohol. It derives from a hydride of an oleanane. C[C@@]12CC[C@@]3([C@@H](C1=CC(CC2)(C)C)CC[C@H]4[C@]3(CC[C@@H]5[C@@]4(CC[C@@H](C5(C)C)O)C)C)C